Cl.CN(C=1SC2=C(C=NC(=C2)C=2N=C3SC(=CN3C2)C)N1)C1CC(NC(C1)(C)C)(C)C N-methyl-6-(2-methylimidazo[2,1-b][1,3]thiazol-6-yl)-N-(2,2,6,6-tetramethylpiperidin-4-yl)[1,3]thiazolo[4,5-c]pyridin-2-amine hydrochloride